cyanoformic acid C(#N)C(=O)O